(3S)-3-({N-[(4-methoxy-1H-indol-2-yl)carbonyl]-L-leucyl}amino)-2-oxo-4-[(3S)-2-oxopyrrolidin-3-yl]butyl [2-(dimethylamino)ethyl]carbamate CN(CCNC(OCC([C@H](C[C@H]1C(NCC1)=O)NC([C@@H](NC(=O)C=1NC2=CC=CC(=C2C1)OC)CC(C)C)=O)=O)=O)C